NCC(CCCN)CCCCN 4-(aminomethyl)octane-1,8-diamine